CC1(OB(OC1(C)C)C=1CC2(CCN(C2)C(=O)OC(C)(C)C)CC1)C Tert-butyl 7-(4,4,5,5-tetramethyl-1,3,2-dioxaborolan-2-yl)-2-azaspiro[4.4]non-7-ene-2-carboxylate